ClC=1C(=NC(=NC1)NC1CCOCC1)C=1C=C2C(=NC1)CN(C2=O)[C@@H](C(=O)N[C@H](CO)C2=CC(=CC=C2)C)C (2R)-2-(3-{5-chloro-2-[(oxan-4-yl)amino]pyrimidin-4-yl}-5-oxo-5H,6H,7H-pyrrolo[3,4-b]pyridin-6-yl)-N-[(1S)-2-hydroxy-1-(3-methylphenyl)ethyl]propanamide